N(=C=O)[C@H](C(=O)OC)CC1=CC=CC=C1 methyl (S)-2-isocyanato-3-phenylpropionate